4-nitrophenyl (R)-3-(3-methyl-2-oxopyrazin-1(2H)-yl)piperidine-1-carboxylate CC=1C(N(C=CN1)[C@H]1CN(CCC1)C(=O)OC1=CC=C(C=C1)[N+](=O)[O-])=O